7-bromo-1,6-dimethyl-indazole BrC=1C(=CC=C2C=NN(C12)C)C